5-hydroxybenzoate OC=1C=CC=C(C(=O)[O-])C1